O[C@H]1C[C@@H](C[C@@H]1CO)N1C=2N=C(NC(C2N=C1)=O)N (1R,3S,4R)-9-(3-hydroxy-4-hydroxymethylcyclopent-1-yl)guanine